N-((R,E)-4-(methylsulfonyl)but-3-en-2-yl)benzamide CS(=O)(=O)/C=C/[C@@H](C)NC(C1=CC=CC=C1)=O